4-((4-cyclopropyl-2-(N-methylmethylsulfonamido)phenyl)amino)-N-ethoxy-6-((6-fluoro-2-Methylpyridin-3-yl)amino)nicotinamide C1(CC1)C1=CC(=C(C=C1)NC1=CC(=NC=C1C(=O)NOCC)NC=1C(=NC(=CC1)F)C)N(S(=O)(=O)C)C